C1(CC1)C1=CN=C2N1C=C(C=C2)C2=C(N=CN2CC(F)F)C2=CC=C(C=C2)F 3-cyclopropyl-6-(1-(2,2-difluoroethyl)-4-(4-fluorophenyl)-1H-imidazol-5-yl)imidazo[1,2-a]pyridine